(S)-3-(4-(2-(5-((4-(difluoromethyl)-6,7-difluoro-1H-indol-5-yl)oxy)-2-fluorophenyl)-1H-imidazol-4-yl)-4-methylchroman-8-yl)propanoic acid FC(C1=C2C=CNC2=C(C(=C1OC=1C=CC(=C(C1)C=1NC=C(N1)[C@]1(CCOC2=C(C=CC=C12)CCC(=O)O)C)F)F)F)F